ClC1=CC(=CC(=N1)CNCCC1=CC(=C(C=C1OC)S(=O)(C)=N)OC)C (4-(2-(((6-chloro-4-methylpyridin-2-yl)methyl)amino)ethyl)-2,5-dimethoxyphenyl)(imino)(methyl)-λ6-sulfanone